C(CCCCCCC\C=C/CCCCCCCC)O (Z)-octadec-9-enol